4-amino-5-chloro-2-hydroxy-N-((1-morpholinocycloheptyl)methyl)benzamide NC1=CC(=C(C(=O)NCC2(CCCCCC2)N2CCOCC2)C=C1Cl)O